4-chloro-2-methylfuro[3,2-C]pyridine ClC1=NC=CC2=C1C=C(O2)C